N6-methyl-deoxyadenosine CNC=1C=2N=CN([C@H]3C[C@H](O)[C@@H](CO)O3)C2N=CN1